tert-Butyl 4-[6-chloro-5-cyano-4-(trifluoromethyl)-2-pyridyl]pyrazole-1-carboxylate ClC1=C(C(=CC(=N1)C=1C=NN(C1)C(=O)OC(C)(C)C)C(F)(F)F)C#N